CNC1CN(CC1)C=1N=NC(=CN1)C1=C(C=C(C=C1)C1=NC=NC(=C1)SC)O 2-{3-[3-(methylamino)pyrrolidin-1-yl]-1,2,4-triazin-6-yl}-5-[6-(methylsulfanyl)pyrimidin-4-yl]phenol